ClC=1C(=C(C(=O)OC)C=C(C1)C(C)(C)C1=CC=C(C=C1)OCC1=NC(=NC=C1)NS(=O)(=O)C)OCCCl methyl 3-chloro-2-(2-chloroethoxy)-5-[1-[4-[[2-(methanesulfonamido)pyrimidin-4-yl]methoxy]phenyl]-1-methyl-ethyl]benzoate